C(#N)C(C(=O)NC([O-])=O)=NNC1=CC(=C(C(=C1)Cl)OC=1C=C2CCN(C(C2=CC1)=O)CC1=CC=C(C=C1)C)Cl (2-cyano-2-(2-(3,5-dichloro-4-((2-(4-methylbenzyl)-1-oxo-1,2,3,4-tetrahydroisoquinolin-6-yl)oxy)phenyl)hydrazono)acetyl)carbamate